6-propylamino-2,3-dihydro-5,8-dihydroxynaphthalene-1,4-dione C(CC)NC=1C(=C2C(CCC(C2=C(C1)O)=O)=O)O